ClCCC1=C(N=C2N(C1=O)CCCC2O)C (2-chloroethyl)-6,7,8,9-tetrahydro-9-hydroxy-2-methyl-4H-pyrido[1,2-a]pyrimidine-4-one